2,3,5-trichlorofluorobenzene C1=C(C=C(C(=C1F)Cl)Cl)Cl